C1(CCC1)CNCC=1NC2=CC(=CC=C2C1)CN1N=NC(=C1)C=1C=C2C(=NC1)NC=C2 N-(cyclobutylmethyl)-1-[6-[[4-(1H-pyrrolo[2,3-b]pyridin-5-yl)triazol-1-yl]methyl]-1H-indol-2-yl]methanamine